methyl (E)-2-{2-[3-(3-iodopyridin-2-yloxy)phenoxy]phenyl}-3-methoxyacrylate IC=1C(=NC=CC1)OC=1C=C(OC2=C(C=CC=C2)/C(/C(=O)OC)=C\OC)C=CC1